Racemic-1-((3aS,6aR)-1,1-dimethyl-5-(6-(trifluoromethyl)imidazo[1,5-a]pyridin-8-yl)hexahydropyrrolo[3,4-c]pyrrol-2(1H)-yl)ethanone CC1(N(C[C@H]2[C@@H]1CN(C2)C=2C=1N(C=C(C2)C(F)(F)F)C=NC1)C(C)=O)C |r|